N-(4-methoxybenzyl)-N-methyl-3-(1-methyl-6-oxo-1,6-dihydropyridazin-3-yl)-4-((4-(Pentafluoro-λ6-sulfanyl)phenyl)amino)benzenesulfonamide COC1=CC=C(CN(S(=O)(=O)C2=CC(=C(C=C2)NC2=CC=C(C=C2)S(F)(F)(F)(F)F)C2=NN(C(C=C2)=O)C)C)C=C1